NCC(=O)N1C(C=2N(CC1)C(=C(N2)C2=CC(=C(C=C2)F)F)NC2=CC(=CC(=C2)C(F)(F)F)F)(C)C 2-amino-1-(2-(3,4-difluorophenyl)-3-((3-fluoro-5-(trifluoromethyl)phenyl)amino)-8,8-dimethyl-5,6-dihydroimidazo[1,2-a]pyrazin-7(8H)-yl)ethan-1-one